1-cyclohexyl acetate C(C)(=O)OC1CCCCC1